8-azaspiro[4.5]dec-an-1-one C1(CCCC12CCNCC2)=O